tert-Butyl [(2-chloro-5-{1-[2-chloro-4-(1,1,1,2,3,3,3-heptafluoropropan-2-yl)-6-(trifluoromethoxy) phenyl]-1H-pyrazol-4-yl}benzoyl)(1-cyanocyclopropyl)amino]methyl butanedioate C(CCC(=O)OCN(C1(CC1)C#N)C(C1=C(C=CC(=C1)C=1C=NN(C1)C1=C(C=C(C=C1OC(F)(F)F)C(C(F)(F)F)(C(F)(F)F)F)Cl)Cl)=O)(=O)OC(C)(C)C